COC1=C2CCN=C(C2=CC=C1)C 5-methoxy-1-methyl-3,4-dihydroisoquinoline